N-(4-(4-amino-3-(3-fluoro-4-((4-methylpyrimidin-2-yl)oxy)phenyl)-7-(1-methyl-1H-pyrazol-4-yl)thieno[3,2-c]pyridin-2-yl)-3-methylphenyl)but-2-ynamide NC1=NC=C(C2=C1C(=C(S2)C2=C(C=C(C=C2)NC(C#CC)=O)C)C2=CC(=C(C=C2)OC2=NC=CC(=N2)C)F)C=2C=NN(C2)C